3-amino-N-[(3R)-7-[(3R,4S)-3-amino-4-methoxypyrrolidin-1-yl]-5-fluoro-3,4-dihydro-2H-1-benzopyran-3-yl]-6-methylthieno[2,3-b]pyridine-2-carboxamide NC1=C(SC2=NC(=CC=C21)C)C(=O)N[C@H]2COC1=C(C2)C(=CC(=C1)N1C[C@H]([C@H](C1)OC)N)F